CC=1C=C(C=CC1)N(C1=CC=CC=C1)C1=C(C(=C(C=C1)N(C1=CC=CC=C1)C1=CC=CC=C1)N(C1=CC(=CC=C1)C)C1=CC=CC=C1)N(C1=CC(=CC=C1)C)C1=CC=CC=C1 tris(3-methyl-phenyl-phenylamino)-triphenylamine